C1(CC1)CN(C=1C=C(C=CC1)C1=C2C(=C(C(N(C2=CC=C1)CC(C)C)=O)C(=O)N)O)C (3-((cyclopropylmethyl)(methyl)amino)phenyl)-4-hydroxy-1-isobutyl-2-oxo-1,2-dihydroquinoline-3-carboxamide